C(C)(C)(C)OC(N[C@H]1[C@@H](CC[C@H](C2=NC=CC=C21)OC2=NOC1=C2CCC(CC1)=O)C1=C(C(=CC=C1)F)F)=O ((5S,6S,9R)-6-(2,3-difluorophenyl)-9-((6-oxo-5,6,7,8-tetrahydro-4H-cyclohept[d]isoxazol-3-yl)oxy)-6,7,8,9-tetrahydro-5H-cyclohept[b]pyridin-5-yl)carbamic acid tert-butyl ester